3,5-difluoro-4-[[2-(trifluoromethyl)-4-pyridinyl]oxy]benzaldehyde FC=1C=C(C=O)C=C(C1OC1=CC(=NC=C1)C(F)(F)F)F